CC(C(C)=NNC=1C=CC(=NC1)C(F)(F)F)C 5-(2-(3-methylbutan-2-ylidene)hydrazino)-2-(trifluoromethyl)pyridine